imidazo[1,5-a]pyrrolo[2,3-e]pyrazin C1N=CC=2N1C=1C(=NC2)N=CC1